5-(2-fluoro-4-phenoxyphenyl)-7-(6-(methoxymethyl)tetrahydro-2H-pyran-3-yl)imidazo[5,1-f][1,2,4]triazin-4-amine FC1=C(C=CC(=C1)OC1=CC=CC=C1)C=1N=C(N2N=CN=C(C21)N)C2COC(CC2)COC